COC1=C(C(=CC=C1)OC)CNCC1=CC(=NC=C1)N1CCCCC1 N-[(2,6-dimethoxyphenyl)methyl]-1-[2-(1-piperidinyl)-4-pyridinyl]methylamine